(1H-imidazol-5-yl)-4-methoxy-2H-indazole-7-carboxylic acid methyl ester COC(=O)C1=CC=C(C2=CN(N=C12)C1=CN=CN1)OC